C(SCC(CCC(CCCCCCC)C#N)CCC)([S-])=S 5-cyano-2-propyldodecyl trithiocarbonate